C(CC)O[As]([O-])([O-])=O propylarsenate